N[C@@]1(CN(CC1)C1=C(C=NC(=C1C1=CC(=CC(=C1)OC)C#N)C)C(=O)N[C@@H](C)C1CC1)C 4-[(3S)-3-amino-3-methylpyrrolidin-1-yl]-5-(3-cyano-5-methoxyphenyl)-N-[(1S)-1-cyclopropylethyl]-6-methylpyridine-3-carboxamide